1-(6-(4-(3H-imidazo[4,5-b]pyridin-7-yl)-1H-pyrazol-1-yl)pyridin-2-yl)-2,2,2-trifluoroethanol N1=CNC2=NC=CC(=C21)C=2C=NN(C2)C2=CC=CC(=N2)C(C(F)(F)F)O